1-(3-(3,6-difluoro-9H-carbazol-9-yl)-2-hydroxypropyl)piperidin-2-one FC=1C=CC=2N(C3=CC=C(C=C3C2C1)F)CC(CN1C(CCCC1)=O)O